ClCC1=CC=C(C=C1)N1N=C(C=C1C)C(F)(F)F 1-[4-(chloromethyl)phenyl]-5-methyl-3-(trifluoromethyl)pyrazole